4-[cyclopropyl-[4-(5,6,7,8-tetrahydro-1,8-naphthyridin-2-yl)butyl]amino]-2-[(3,4-difluorophenyl)methoxycarbonylamino]butanoic acid C1(CC1)N(CCC(C(=O)O)NC(=O)OCC1=CC(=C(C=C1)F)F)CCCCC1=NC=2NCCCC2C=C1